2-methoxy-5-[[2-oxo-2-[Rac-(2R,5S)-5-methyl-2-[2-[Rac-(3R)-1,3-dimethyl-4-piperidyl]-1,3-Benzothiazol-5-Yl]-1-piperidyl]Acetyl]amino]pyridine-3-carboxamide COC1=NC=C(C=C1C(=O)N)NC(C(N1[C@H](CC[C@@H](C1)C)C=1C=CC2=C(N=C(S2)C2[C@H](CN(CC2)C)C)C1)=O)=O |r|